CC=1N(C2=CC=C(C=C2C1C=1N=CN(C1)C)S(=O)(=O)N)C1=CC(=CC=C1)C(F)(F)F methyl-3-(1-methyl-1H-imidazol-4-yl)-1-(3-(trifluoromethyl)phenyl)-1H-indole-5-sulfonamide